5-((7-(4-Fluorobenzyl)-7H-pyrrolo[2,3-d]pyrimidin-4-yl)amino)-1,3-dihydro-2H-benzo[d]imidazol-2-one FC1=CC=C(CN2C=CC3=C2N=CN=C3NC3=CC2=C(NC(N2)=O)C=C3)C=C1